(dimethoxymethyl)-1-(1-methyl-1H-pyrazol-3-yl)piperidine Ethyl-2-(2-(((tert-butyldimethylsilyl)oxy)methyl)-7,8-dihydro-1,6-naphthyridin-6(5H)-yl)-2-methylpropionate C(C)OC(C(C)(C)N1CC=2C=CC(=NC2CC1)CO[Si](C)(C)C(C)(C)C)=O.COC(OC)C1N(CCCC1)C1=NN(C=C1)C